C(C=C)(=O)N1C[C@@H](N(CC1)C1=NC(N2C3=C(C(=C(C=C13)Cl)C1=C(C=CC=C1)C(F)(F)F)SCC2)=O)C 7-((S)-4-acryloyl-2-methylpiperazin-1-yl)-9-chloro-10-(2-(trifluoromethyl)phenyl)-2,3-dihydro-5H-[1,4]thiazino[2,3,4-ij]quinazolin-5-one